ClC1=CC=C2C(=NC=3N(C2=C1)C=NN3)N(C)C3=CC(=CC=C3)C=3C=NC(=CC3)N(C)C 8-chloro-N-(3-(6-(dimethylamino)pyridin-3-yl)phenyl)-N-methyl-[1,2,4]triazolo[4,3-a]quinazolin-5-amine